C(#N)C1CCN(CC1)C1=C(C=C(C=C1)C(F)(F)F)NS(=O)(=O)C=1C=C(C(=O)OC)C=CC1C1CC1 methyl 3-(N-(2-(4-cyanopiperidin-1-yl)-5-(trifluoromethyl) phenyl) sulfamoyl)-4-cyclopropylbenzoate